3-((4-(5-(chlorodifluoromethyl)-1,2,4-oxadiazol-3-yl)benzyl)(methyl)amino)-4-((thiazol-4-ylmethyl)amino)cyclobut-3-ene-1,2-dione ClC(C1=NC(=NO1)C1=CC=C(CN(C=2C(C(C2NCC=2N=CSC2)=O)=O)C)C=C1)(F)F